6-(5-((4-methylpiperazin-1-yl)methyl)-1H-pyrrolo[2,3-b]pyridin-3-yl)-[1,2,4]triazolo[1,5-a]pyridine CN1CCN(CC1)CC=1C=C2C(=NC1)NC=C2C=2C=CC=1N(C2)N=CN1